N(=O)O.N#[N+][O-] nitrous oxide (nitrite)